2-((10-((Didodecylamino)oxy)-10-oxodecyl)(dodecyl)amino)ethan-1-ol C(CCCCCCCCCCC)N(OC(CCCCCCCCCN(CCO)CCCCCCCCCCCC)=O)CCCCCCCCCCCC